8-(4,4-difluorocyclohexyl)-5-methyl-2-((7-methyl-[1,2,4]triazolo[1,5-a]pyridin-6-yl)amino)pyrido[2,3-d]pyrimidin-7(8H)-one FC1(CCC(CC1)N1C(C=C(C2=C1N=C(N=C2)NC=2C(=CC=1N(C2)N=CN1)C)C)=O)F